5-[(1R,5s)-8-tert-butoxycarbonyl-3,8-diazabicyclo[3.2.1]oct-3-yl]-2-methyl-benzoic acid C(C)(C)(C)OC(=O)N1[C@H]2CN(C[C@@H]1CC2)C=2C=CC(=C(C(=O)O)C2)C